Cl.Cl.Cl.Cl.NCC(=O)NC(CCC(C(=O)N)CCCCNC(CN)=O)CNC(CN)=O 3-[(aminoacetyl)amino]-2,2-bis{[(aminoacetylamino)methyl]propyl}acetamide tetrahydrochloride